4-ethoxyphenyl-[3-(4-fluoro-3-phenoxyphenyl)propyl]dimethylsilane C(C)OC1=CC=C(C=C1)[Si](C)(C)CCCC1=CC(=C(C=C1)F)OC1=CC=CC=C1